C(C)C1=C(C=CC(=C1)N1[C@H](CN(CC1)CCO)C)NC1=NC=C(C(=N1)C1=CC=2S(CCSCC2S1)(=O)=O)C(F)(F)F (S)-7-(2-((2-ethyl-4-(4-(2-hydroxyethyl)-2-methylpiperazin-1-yl)phenyl)amino)-5-(trifluoromethyl)pyrimidin-4-yl)-2,3-dihydro-5H-thieno[3,2-e][1,4]dithiepine 1,1-dioxide